C(CCC)P(S)(O)(O)CCCC.P(OCCCC)(OCCCC)(O)=S dibutyl phosphorothioate (dibutylthiophosphite)